methyl-5-oxopentanoic acid methyl ester COC(C(CCC=O)C)=O